COC(C1=C(C=CC=C1)SC)=O 2-(methylthio)benzoic acid methyl ester